C(=CC1=CC=CC=C1)[Si](O)(O)O styrylsilanetriol